6-cyclopentyl-5-iodo-2-(5-thiazolyl)-4(3H)-pyrimidinone C1(CCCC1)C1=C(C(NC(=N1)C1=CN=CS1)=O)I